O(S(=O)(=O)C(F)(F)F)C=1CCN(CC1)C=1C=NN2C1C=CC(=C2)C=2C=NN(C2)C 1-(6-(1-methyl-1H-pyrazol-4-yl) pyrazolo[1,5-a]pyridin-3-yl)-1,2,3,6-tetrahydropyridin-4-yl triflate